C(CCC)OC1=NN2C(C(=N1)N)=NC=C2CC2=CC=C(C=C2)OCCCN2CCOCC2 C2-butoxy-7-(4-(3-morpholinopropoxy)benzyl)imidazo[2,1-f][1,2,4]triazin-4-amine